8,8-Dimethyl-11-((methylthio)methyl)-7,10-dihydro-8H-pyrano[3'',4'':5',6']pyrido[3',2':4,5]thieno[3,2-d]pyrimidin-4(3H)-one CC1(CC=2C(=C(C3=C(SC4=C3N=CNC4=O)N2)CSC)CO1)C